1-Ethyl-4-fluoro-N'-((1,2,3,5,6,7-hexahydrodicyclopenta[b,e]pyridin-8-yl)carbamoyl)-1H-pyrazole-3-sulfonimidamide C(C)N1N=C(C(=C1)F)S(=O)(N)=NC(NC1=C2C(=NC3=C1CCC3)CCC2)=O